(rac)-((1S,2R,4R)-2-methyl-2-((triisopropylsilyl)methyl)bicyclo[2.1.1]hexan-1-yl)(naphthalen-2-yl)methanone C[C@@]1(C2(CC(C1)C2)C(=O)C2=CC1=CC=CC=C1C=C2)C[Si](C(C)C)(C(C)C)C(C)C |r|